methyl 7-(azidomethyl)-2-oxo-1,3-bis((2-(trimethylsilyl)ethoxy)methyl)-2,3-dihydro-1H-benzo[d]imidazole-4-carboxylate N(=[N+]=[N-])CC1=CC=C(C2=C1N(C(N2COCC[Si](C)(C)C)=O)COCC[Si](C)(C)C)C(=O)OC